O=C([C@H](O)[C@H](O)[C@H](O)[C@H](O)CO)N allonamide